O1[C@H](COCC1)CN1N=C2C3=C(C=CC2=C1)OC(=C3C(F)(F)F)C(=O)NCC=3N=CN(C3)C 2-{[(2S)-1,4-dioxan-2-yl]methyl}-N-[(1-methyl-1H-imidazol-4-yl)methyl]-8-(trifluoromethyl)-2H-furo[2,3-g]indazole-7-carboxamide